C(C1CO1)C1(C(N(C(N(C1=O)CC)=O)CC)=O)CC1CO1 5,5-diglycidyl-diethylbarbiturate